3,6-dichloro-N-(4-((4-(3,5-dichlorophenyl)piperazin-1-yl)sulfonyl)phenyl)pyridazine-4-carboxamide ClC=1N=NC(=CC1C(=O)NC1=CC=C(C=C1)S(=O)(=O)N1CCN(CC1)C1=CC(=CC(=C1)Cl)Cl)Cl